(4-((4-bromobenzyl)amino)piperazin-1-yl)-8-nitro-6-(trifluoromethyl)-4H-benzo[e][1,3]thiazin-4-one BrC1=CC=C(CNN2CCN(CC2)C=2SC3=C(C(N2)=O)C=C(C=C3[N+](=O)[O-])C(F)(F)F)C=C1